4-Propyl-2,6,7-trioxa-1-phosphabicyclo[2.2.2]octan-1-one C(CC)C12COP(OC1)(OC2)=O